4-((5-chloro-4-(1-isopropyl-1H-pyrazol-4-yl)pyrimidin-2-yl)amino)-N-(3-chlorophenyl)-3-methoxybenzamide ClC=1C(=NC(=NC1)NC1=C(C=C(C(=O)NC2=CC(=CC=C2)Cl)C=C1)OC)C=1C=NN(C1)C(C)C